5-((1S,2R)-1-(6-chloro-1,1-dioxido-4-((S)-pyrrolidin-3-yl)-3,4-dihydro-2H-benzo[e][1,2,4]thiadiazin-2-yl)-2-(6-fluoro-2,3-dimethylphenyl)propyl)-1,3,4-oxadiazol-2(3H)-one ClC=1C=CC2=C(N(CN(S2(=O)=O)[C@@H]([C@H](C)C2=C(C(=CC=C2F)C)C)C2=NNC(O2)=O)[C@@H]2CNCC2)C1